C(C=CC1=CC=CC=C1)(=O)NC=1C=CC2=C(C(=C(O2)C(=O)OCC)C)C1 Ethyl 5-cinnamamido-3-methylbenzofuran-2-carboxylate